(4-(3-hydroxyoxetan-3-yl)phenyl)(6-(4-(trifluoromethyl)phenoxy)-2-azaspiro[3.3]heptan-2-yl)methanone OC1(COC1)C1=CC=C(C=C1)C(=O)N1CC2(C1)CC(C2)OC2=CC=C(C=C2)C(F)(F)F